(2-(1H-indol-3-yl)1H-imidazol-4-yl)(3,4,5-trimethoxyphenyl)methanone N1C=C(C2=CC=CC=C12)C=1NC=C(N1)C(=O)C1=CC(=C(C(=C1)OC)OC)OC